2-[4-[3-(5-fluoro-2-pyridinyl)-1-methyl-pyrazol-4-yl]-1H-pyrrolo[2,3-b]pyridin-3-yl]acetonitrile FC=1C=CC(=NC1)C1=NN(C=C1C1=C2C(=NC=C1)NC=C2CC#N)C